C(C)(C)(C)OC(=O)N1CCC(=CC1)C=1SC2=C(N1)C(=CC(=C2)C=2C=CC=1N(N2)C=C(N1)C)F 4-[4-fluoro-6-(2-methylimidazo[1,2-b]pyridazin-6-yl)-1,3-benzothiazol-2-yl]-3,6-dihydro-2H-pyridine-1-carboxylic acid tert-butyl ester